(R,E)-N-(3-(4-((4-([1,2,4]triazolo[1,5-a]pyridin-7-yloxy)-3-methylphenyl)Amino)-7H-pyrrolo[2,3-d]pyrimidin-6-yl)phenyl)-3-(1-methylpyrrolidin-2-yl)acrylamide N=1C=NN2C1C=C(C=C2)OC2=C(C=C(C=C2)NC=2C1=C(N=CN2)NC(=C1)C=1C=C(C=CC1)NC(\C=C\[C@@H]1N(CCC1)C)=O)C